NC1=NC=C(C=C1C1=NC=C(C=C1)N1C(CCC1)=O)C1=CC=CC=2N=CSC21 1-(2'-amino-5'-(benzo[d]thiazol-7-yl)-[2,3'-bipyridin]-5-yl)pyrrolidin-2-one